4-bromo-7,9-dichloro-3-methyl-pyrazolo[4,3-f]quinazoline BrC1=C2C(=C3C(=NC(=NC3=C1)Cl)Cl)C=NN2C